CC1(CCC1)CNC1CCCCC1 N-((1-methylcyclobutyl)methyl)cyclohexan-1-amine